FC1=CC=C(C=C1)C=1C=C2C(=C(C(N(C2=NC1)CCN1CCOCC1)=O)C(=O)NC1CC2(C1)CCC2)O 6-(4-fluorophenyl)-4-hydroxy-1-(2-morpholinoethyl)-2-oxo-N-(spiro[3.3]hept-2-yl)-1,2-dihydro-1,8-naphthyridine-3-carboxamide